ClC1=NC=C(C(=N1)NCC1=C(C=CC=C1)F)C(=O)N 2-chloro-4-((2-fluorobenzyl)amino)pyrimidin-5-carboxamide